C(C)(C)(C)OC(=O)N1CC2=CC=CC(=C2C(N1)=O)/C(=C/C(=O)OCC)/CC 5-[(E)-1-ethoxy-1-oxopent-2-en-3-yl]-4-oxo-1,3-dihydro-phthalazine-2-carboxylic acid tert-butyl ester